tert-Butyl 4-((2-(3-amino-4-(methoxycarbonyl)phenyl)-4-(2,2-difluoroethyl)piperazin-1-yl)methyl)-5-methoxy-7-methyl-1H-indole-1-carboxylate NC=1C=C(C=CC1C(=O)OC)C1N(CCN(C1)CC(F)F)CC1=C2C=CN(C2=C(C=C1OC)C)C(=O)OC(C)(C)C